1-benzyl-4-[2-(N-(2-fluorophenyl)anilino)-2-oxo-ethyl]piperidine-4-carboxylic acid C(C1=CC=CC=C1)N1CCC(CC1)(C(=O)O)CC(=O)N(C1=CC=CC=C1)C1=C(C=CC=C1)F